O-[2-(3,5-difluoro-phenoxy)-propyl]-hydroxylamine FC=1C=C(OC(CON)C)C=C(C1)F